COC([C@@H](NC(=O)OCC1=CC=CC=C1)CC1=CN(C2=CC(=CC=C12)OCC1=CC=CC=C1)C(=O)OC(C)(C)C)=O 6-Benzyloxy-N-Carbobenzyloxy-1-tert-butoxycarbonyl-L-tryptophan methyl ester